C1(CCC1)C[C@H](CCO)[C@H]1N(C(OC1)(C)C)C(=O)OC(C)(C)C tert-butyl (4R)-4-[(1R)-1-(cyclobutylmethyl)-3-hydroxy-propyl]-2,2-dimethyl-oxazolidine-3-carboxylate